N1-(2-chlorophenyl)-2-(3-(dimethylamino)propyl)-N4-phenylbenzene-1,4-diamine ClC1=C(C=CC=C1)NC1=C(C=C(C=C1)NC1=CC=CC=C1)CCCN(C)C